ClC1=C(C=CC=C1C1=NC=CC(=C1Cl)C1=CC(=C(C=C1)C=O)OC)C1=NC(=C(C=O)C=C1)OC 6-(2-Chloro-3-(3-chloro-4-(4-formyl-3-methoxyphenyl)pyridin-2-yl)phenyl)-2-methoxynicotinaldehyde